O=C(NCCOCCOCCOCCOCCC)CCCC[C@@H]1SC[C@@H]2NC(N[C@@H]21)=O 17-oxo-21-((3aS,4S,6aR)-2-oxohexahydro-1H-thieno[3,4-d]imidazol-4-yl)-4,7,10,13-tetraoxa-16-azaheneicosane